1H-indol-5-yl-boric acid N1C=CC2=CC(=CC=C12)OB(O)O